OC(=O)C(F)(F)F.OC1=C(C=CC(=C1)C(F)(F)F)C1=C(C=C(C=N1)C(=O)C1CNCCC1)C (6-(2-hydroxy-4-(trifluoromethyl)phenyl)-5-methylpyridin-3-yl)(piperidin-3-yl)methanone TFA salt